(3S)-3-(4,4'-difluoro-2',5,6'-trimethyl-[1,1'-biphenyl]-3-yl)-3-(2-(3-fluoro-5-(2-((R)-3-fluoropyrrolidin-1-yl)ethyl)-2-oxopyridin-1(2H)-yl)-4-methylpentanamido)propanoic acid FC1=C(C=C(C=C1C)C1=C(C=C(C=C1C)F)C)[C@H](CC(=O)O)NC(C(CC(C)C)N1C(C(=CC(=C1)CCN1C[C@@H](CC1)F)F)=O)=O